diethyl (E)-(2-hydroxy-5-((2-(2-((4-(trifluoromethyl)phenyl)amino)pyrimidin-4-yl)phenyl)diazenyl)phenyl)phosphonate OC1=C(C=C(C=C1)\N=N\C1=C(C=CC=C1)C1=NC(=NC=C1)NC1=CC=C(C=C1)C(F)(F)F)P(OCC)(OCC)=O